O[C@H]1CN(CC[C@@H]1CNC(=O)C1=CC2=C(N3C(S2)=NC(=C3)C3=CC=C(C=C3)C(NC)=O)C=C1)C(=O)OC(C)(C)C Tert-butyl (3R,4R)-3-hydroxy-4-((2-(4-(methylcarbamoyl)phenyl)benzo[d]imidazo[2,1-b]thiazole-7-carboxamido)methyl)piperidine-1-carboxylate